8-methyl-8H-selenopheno[2,3-b]indole CN1C2=C(C3=CC=CC=C13)C=C[Se]2